N=1C=NN2C1C=CC=C2C(=O)NCC2=NOC(C2)CC2=CC=CC=C2 3-(([1,2,4]triazolo[1,5-a]pyridine-5-carboxamido)methyl)-5-benzyl-4,5-dihydroisoxazole